2-amino-N-[4-[3-[(3S)-3-methoxy-1-piperidinyl]phenyl]thiazol-2-yl]acetamide NCC(=O)NC=1SC=C(N1)C1=CC(=CC=C1)N1C[C@H](CCC1)OC